(6aR,10aS)-3-icosyl-6,6,9-trimethyl-6a,7,8,10a-tetrahydro-6H-benzo[c]chromen-1-ol C(CCCCCCCCCCCCCCCCCCC)C=1C=C(C=2[C@@H]3[C@H](C(OC2C1)(C)C)CCC(=C3)C)O